CN(C(CNC(N(C1CCCC2=CC=CC=C12)C)=O)C1=CSC=C1)C 3-(2-(dimethylamino)-2-(thien-3-yl)ethyl)-1-methyl-1-(1,2,3,4-tetrahydronaphthalen-1-yl)urea